ClC=1N=C(C2=C(N1)C=CS2)N2CC1C(C(C2)C1)CC(=O)OCC ethyl 2-(3-(2-chlorothieno[3,2-d]pyrimidin-4-yl)-3-azabicyclo[3.1.1]heptan-6-yl)acetate